[Si](C)(C)(C(C)(C)C)OCCC1NCCNC1 2-((tert-butyldimethylsilyloxy)ethyl)piperazine